C1(CC1)C(C)N1N=CC(=C1)NC(C1=CC(=C(C=C1)C)C#CC=1C=NC=CC1)=O N-[1-(1-cyclopropylethyl)-1H-pyrazol-4-yl]-4-methyl-3-[2-(pyridin-3-yl)ethynyl]benzamide